ClC1=CC(=C(C=C1Cl)O)CN1CCC(CC1)(CO)F 4,5-dichloro-2-[[4-fluoro-4-(hydroxymethyl)piperidin-1-yl]methyl]phenol